ClC1=NC(=NC(=C1C(C)(F)F)Cl)NS(=O)(=O)C=1C=NN(C1)C N-[4,6-dichloro-5-(1,1-difluoroethyl)pyrimidin-2-yl]-1-methyl-pyrazole-4-sulfonamide